(R)-N-(1-(3-(1,1-difluoro-2-hydroxyethyl)phenyl)ethyl)pivalamide FC(CO)(F)C=1C=C(C=CC1)[C@@H](C)NC(C(C)(C)C)=O